O1C(OCCC1)C1=C(C=CC(=C1)OC)C1CN(CC1)C(=O)C1=NC=CC=C1Cl (3-(2-(1,3-dioxane-2-yl)-4-methoxyphenyl)pyrrolidin-1-yl)(3-chloropyridin-2-yl)methanone